((2S,3S,4R,5R)-5-(4-chloro-7H-pyrrolo[2,3-d]pyrimidin-7-yl)-2-fluoro-3,4-dihydroxytetrahydrofuran-2-yl)methyl tetrahydrogen triphosphate O(P(O)(=O)OP(=O)(O)OP(=O)(O)O)C[C@]1(O[C@H]([C@@H]([C@@H]1O)O)N1C=CC2=C1N=CN=C2Cl)F